6-[5-(2-aminoethyl)-2-oxo-1,3-oxazolidin-3-yl]-4H-pyrazino[2,3-b][1,4]oxazin-3-one trifluoroacetate FC(C(=O)O)(F)F.NCCC1CN(C(O1)=O)C1=NC2=C(OCC(N2)=O)N=C1